FC=1C=C(C=CC1N1C2=NC(=NC=C2N=C1C(C)C)C1=CC(=CC=C1)C(F)(F)F)O 3-fluoro-4-[8-(prop-2-yl)-2-[3-(trifluoromethyl)phenyl]-9H-purin-9-yl]phenol